Methyl 3-(3-(((4-phenoxyphenyl)carbamoyl)oxy)azetidin-1-yl)-2-(1H-pyrrol-1-yl)benzoate O(C1=CC=CC=C1)C1=CC=C(C=C1)NC(=O)OC1CN(C1)C=1C(=C(C(=O)OC)C=CC1)N1C=CC=C1